N-([1,1'-biphenyl]-4-yl)-2-(cyclopropanesulfonamido)-4,5,6,7-tetrahydrobenzo[d]thiazole-4-carboxamide C1(=CC=C(C=C1)NC(=O)C1CCCC2=C1N=C(S2)NS(=O)(=O)C2CC2)C2=CC=CC=C2